3-bromo-2-(1-hydroxycyclohexyl)-5-(methoxycarbonyl)-7-methyl-[1,2]selenazolo[2,3-a]pyridin-8-ium chloride [Cl-].BrC1=C([Se][N+]=2C1=CC(=CC2C)C(=O)OC)C2(CCCCC2)O